N1(CCCC1)C1=CN=CC(=N1)C=1SC(=CN1)C(C)O 1-(2-(6-(pyrrolidin-1-yl)pyrazin-2-yl)thiazol-5-yl)ethan-1-ol